BrC1=CC=C(C=C1)C(C(C)OC([C@H](C)NC(=O)C1=NC=CC(=C1O)OC)=O)(C)C (2S)-2-[(3-hydroxy-4-methoxy-pyridine-2-carbonyl)amino]propanoic acid [2-(4-bromophenyl)-1,2-dimethyl-propyl] ester